O=C1NC(CCC1N1C(C2=CC=C(C=C2C1=O)CN1CCN(CC1)C1=CSC=C1)=O)=O 2-(2,6-dioxopiperidin-3-yl)-5-((4-(thiophen-3-yl)piperazin-1-yl)methyl)isoindoline-1,3-dione